OCCNC(C=C)=O.C(C=C)(=O)O acrylic acid-N-hydroxyethyl-acrylamide